tert-butyl 4-[3-chloro-4-[[[2-(2,6-dioxo-3-piperidyl)-1,3-dioxo-isoindolin-4-yl]amino]methyl]pyrazol-1-yl]piperidine-1-carboxylate ClC1=NN(C=C1CNC1=C2C(N(C(C2=CC=C1)=O)C1C(NC(CC1)=O)=O)=O)C1CCN(CC1)C(=O)OC(C)(C)C